5-(cyclopropylmethoxy)pyridine-2-carbaldehyde C1(CC1)COC=1C=CC(=NC1)C=O